3-(1-oxo-5-(1-(pyrimidin-2-yl-methyl)piperidin-4-yl)isoindolin-2-yl)piperidine-2,6-dione O=C1N(CC2=CC(=CC=C12)C1CCN(CC1)CC1=NC=CC=N1)C1C(NC(CC1)=O)=O